S(=O)(=O)(O)O.NC1=CC=CC=C1 Aniline sulfate